NC1(CCN(CC1)C([C@@H](CCCCN)NC([C@H](CC(C)C)C([C@@H](CC1=CC=CC=C1)C([C@@H](CC1=CC=CC=C1)NCCN)=O)=O)=O)=O)C(=O)O 4-amino-1-((R)-2-((R)-2-((R)-2-((R)-2-(2-aminoethylamino)-3-phenylpropionyl)-3-phenylpropionyl)-4-methylpentanamido)-6-aminohexanoyl)piperidin-4-carboxylic acid